BrC1=C(C=C(C(=C1)[N+](=O)[O-])C)OC1=C(C=C(C=C1)Cl)F 1-bromo-2-(4-chloro-2-fluorophenoxy)-4-methyl-5-nitrobenzene